7-(But-2-enoyl)-2-(4-phenoxyphenyl)-5,6,7,8-tetrahydro-4H-pyrazolo[5',1':2,3]imidazo[4,5-c]pyridine-3-carboxamide C(C=CC)(=O)N1CC2=C(CC1)NC=1N2N=C(C1C(=O)N)C1=CC=C(C=C1)OC1=CC=CC=C1